S(=O)(=O)([O-])O[C@@H]1CC2=CC[C@H]3[C@@H]4CC[C@H]([C@@H](CCCC(C)(C)O)C)[C@]4(CC[C@@H]3[C@]2(CC1)C)C.[Na+] sodium 5-cholesten-3b,25-diol 3-sulfate